[Si](C)(C)(C(C)(C)C)OCC=1NC2=CC(=CC=C2C1)CN (2-{[(tert-butyldimethylsilyl)oxy]methyl}-1H-indol-6-yl)methanamine